3,6,9,12,15,18,21,24,27,30,33-undecaoxapentatriacontane-1,35-diylbis(bicarbonate) C(COCCOCCOCCOCCOCCOCCOCCOCCOCCOCCOCCOC([O-])=O)OC([O-])=O